1-Isopropyl-N-(4-(2-methyl-2,8-diazaspiro[4.5]decan-8-yl)-5-(1-(2,2,2-trifluoroethyl)-1H-pyrazol-4-yl)pyridin-2-yl)-1H-pyrazolo[3,4-b]pyridin-6-amine C(C)(C)N1N=CC=2C1=NC(=CC2)NC2=NC=C(C(=C2)N2CCC1(CCN(C1)C)CC2)C=2C=NN(C2)CC(F)(F)F